(1R,3aR,5aR,7S,9aS,11aR)-1-[(2R)-6-Hydroxyoct-2-yl]-3a,4,6,6,9a,11a-hexamethyl-2,3,3a,5a,6,7,8,9,9a,10,11,11a-dodecahydro-1H-cyclopenta[1,2-a]phenanthrene-7-ol OC(CCC[C@@H](C)[C@H]1CC[C@@]2([C@@]1(CCC=1[C@]3(CC[C@@H](C([C@@H]3C=C(C21)C)(C)C)O)C)C)C)CC